tert-butyl N-[3-[6-[2-cyano-3-(cyclopentylsulfonylamino)-6-fluoro-phenoxy]-4-oxo-quinazolin-3-yl] propyl]-N-methyl-carbamate C(#N)C1=C(OC=2C=C3C(N(C=NC3=CC2)CCCN(C(OC(C)(C)C)=O)C)=O)C(=CC=C1NS(=O)(=O)C1CCCC1)F